(E)-N-(Tert-butyl)-4-((3R)-3-((5-((Z)-4,4,4-trifluoro-1-(3-fluoro-1-(tetrahydro-2H-pyran-2-yl)-1H-indazol-5-yl)-2-phenylbut-1-en-1-yl)pyridin-2-yl)oxy)piperidin-1-yl)but-2-enamide C(C)(C)(C)NC(\C=C\CN1C[C@@H](CCC1)OC1=NC=C(C=C1)\C(=C(\CC(F)(F)F)/C1=CC=CC=C1)\C=1C=C2C(=NN(C2=CC1)C1OCCCC1)F)=O